4-(2-(dimethylamino)ethoxy)phenethylcarbamic acid tert-butyl ester C(C)(C)(C)OC(NCCC1=CC=C(C=C1)OCCN(C)C)=O